C(#N)C1=CC(=CC2=C1SC(=C2)C=2SC(=C(N2)C)C(=O)O)C2COC2 2-(7-cyano-5-(oxetan-3-yl)benzo[b]thiophen-2-yl)-4-methylthiazole-5-carboxylic acid